NC1=C(C=CC=C1)NC1=NC(=NC=C1C(=O)NC1=C(C=CC=C1C)Cl)NC1=CC=C(C=C1)N1CCN(CC1)C 4-((2-aminophenyl)amino)-N-(2-chloro-6-methylphenyl)-2-((4-(4-methylpiperazin-1-yl)phenyl)amino)pyrimidine-5-carboxamide